((5-(2-hydroxyethyl)-4-methyl-6-oxo-1,6-dihydropyrimidin-2-yl)thio)-N-(4-methoxybenzyl)acetamide OCCC1=C(N=C(NC1=O)SCC(=O)NCC1=CC=C(C=C1)OC)C